t-Butyl (5-hydroxypentyl)carbamate OCCCCCNC(OC(C)(C)C)=O